2-(2,5-diazabicyclo[2.2.1]heptan-2-yl)-5-((3-(4-(2-(4-methoxyphenyl)propan-2-yl)thiazol-2-yl)ureido)-methyl)benzamide C12N(CC(NC1)C2)C2=C(C(=O)N)C=C(C=C2)CNC(=O)NC=2SC=C(N2)C(C)(C)C2=CC=C(C=C2)OC